1-methoxy-4-(3,3,3-trifluoroprop-1-en-2-yl)benzene COC1=CC=C(C=C1)C(=C)C(F)(F)F